1-[(2-Chloro-5-thiazolyl)methyl]-3-[3-(2-cyclopropylethynyl)-5-methylphenyl]-2-hydroxy-9-methyl-4-oxo-4H-pyrido[1,2-a]pyrimidinium ClC=1SC(=CN1)C[N+]1=C2N(C(C(=C1O)C1=CC(=CC(=C1)C)C#CC1CC1)=O)C=CC=C2C